Cl.NC1=CC=2C3=CC(=C(C=C3C3=CC(=C(C=C3C2C=C1N)N)N)N)N 2,3,6,7,10,11-hexa-aminotriphenylene hydrochloride